S1CCC(CCCC1)NS(O)(=O)=O N-thiocan-4-ylamidosulfuric acid